FC(C1=NC=C(C=NO)C=C1)(F)F 6-(trifluoromethyl)nicotinaldoxime